C(CCC)OC(CC)OC(C(=C)C)=O 1-butoxypropylmethacrylate